CN(C(/C=C/CN(C(OC(C)(C)C)=O)CC(C)(C)OC1=CC=C(C=C1)I)=O)C tert-butyl (E)-(4-(dimethylamino)-4-oxobut-2-en-1-yl)(2-(4-iodophenoxy)-2-methylpropyl)carbamate